CC1(COC2([C@H]1N[S@](=O)C(C)(C)C)CCNCC2)C (R)-N-((S)-3,3-dimethyl-1-oxa-8-azaspiro[4.5]decan-4-yl)-2-methylpropane-2-sulfinamide